FC1=C(C=C(CC2=NNC(C3=CC=CC=C23)=O)C=C1)C(=O)N1C[C@H](CC1)NC1=NC=CC=N1 (S)-4-(4-fluoro-3-(3-(pyrimidin-2-ylamino)pyrrolidine-1-carbonyl)benzyl)phthalazin-1(2H)-one